5-Methoxy-6'-(((1S,3S)-3-((1-(4-methoxybenzyl)-1H-imidazo[4,5-b]pyridin-2-yl)amino)cyclopentyl)amino)-2H-[1,3'-bipyridin]-2-one COC=1C=CC(N(C1)C=1C=NC(=CC1)N[C@@H]1C[C@H](CC1)NC=1N(C=2C(=NC=CC2)N1)CC1=CC=C(C=C1)OC)=O